2-[6-amino-5-[2-[3-(piperazin-1-ylmethyl)phenyl]ethoxy]pyridazin-3-yl]phenol NC1=C(C=C(N=N1)C1=C(C=CC=C1)O)OCCC1=CC(=CC=C1)CN1CCNCC1